ClC1=CC=C(C=C1)C1(CC1)CNC=1C(N(C(=CN1)C1=CC=CC=C1)CC(=O)O)=O 2-(3-(((1-(4-chlorophenyl)cyclopropyl)methyl)amino)-2-oxo-6-phenylpyrazin-1(2H)-yl)acetic acid